(5α)-17-(cyclopropylmethyl)-3,14-dihydroxy-17-methyl-4,5-epoxymorphinanium C1(CC1)C[N+]1([C@H]2[C@@]3(CCC[C@H]4[C@@]3(C=3C(=C(C=CC3C2)O)O4)CC1)O)C